FC=1C=C(C(NC1)=O)[C@@H](C)NC=1C=CC=2N(N1)C(=CN2)C2=NC=NC(=C2)CCO (R)-5-fluoro-3-(1-((3-(6-(2-hydroxyethyl)pyrimidin-4-yl)imidazo[1,2-b]pyridazin-6-yl)amino)ethyl)pyridin-2(1H)-one